C1(CCC1)COC1=CC(=C2C(NC(=NC2=C1)CSC1CC(OCC1)(C)C)=O)F 7-(cyclobutylmethoxy)-2-(((2,2-dimethyltetrahydro-2H-pyran-4-yl)thio)methyl)-5-fluoroquinazolin-4(3H)-one